NC1=NC2=CC(=CC=C2C(=N1)N[C@@](CO)(CCCC)C)C1=CC(NC=C1CN(C)CCOC)=S (R)-4-(2-Amino-4-((1-hydroxy-2-methylhexan-2-yl)amino)quinazolin-7-yl)-5-(((2-methoxyethyl)(methyl)amino)methyl)pyridine-2(1H)-thione